FC1=C2CCNC2=CC=C1C1=CN(C=2N=CN=C(C21)N)S(=O)(=O)C2=CC=C(C)C=C2 5-(4-fluoroindolin-5-yl)-7-tosyl-7H-pyrrolo[2,3-d]pyrimidin-4-amine